(S)-4-(1-fluoro-1-((1-methyl-3-(trifluoro-methyl)-1H-pyrazol-5-yl)sulfonyl)ethyl)-N-(isoxazol-3-yl)piperidine F[C@@](C)(S(=O)(=O)C1=CC(=NN1C)C(F)(F)F)C1CCN(CC1)C1=NOC=C1